1-((((S)-2,3-dihydroxypropoxy)carbonyl)oxy)ethyl-(2R,3R,4S)-4-(benzo[d][1,3]dioxolane-5-yl)-1-[2-(dibutylamino)-2-oxoethyl]-2-(4-methoxyphenyl)pyrrolidine-3-carboxylate O[C@H](COC(=O)OC(C)OC(=O)[C@H]1[C@@H](N(C[C@@H]1C1=CC2=C(OCO2)C=C1)CC(=O)N(CCCC)CCCC)C1=CC=C(C=C1)OC)CO